S(OC1=CC=C(C=C1)OCC1=C(C=C(C=C1F)N1N=C(N=C1)N(S(=O)(=O)C)S(=O)(=O)C)F)(=O)(=O)F 4-((2,6-difluoro-4-(3-(N-(methylsulfonyl)methylsulfonamido)-1H-1,2,4-triazol-1-yl)benzyl)oxy)phenyl sulfurofluoridate